CCCCOP(=O)(O)OCCCC di-N-butyl phosphate